isopropylcyclopentadienyl-gallium (I) C(C)(C)[Ga-]C1C=CC=C1